C(C)C1=C(C(=C(C(O)=C1Br)O)CC)CC=C diethyl-4-allyl-6-bromocatechol